Methyl (S)-(4-(benzyloxy)phenyl)-2-(2-(1-(3-(4-cyanophenyl)propanoyl)piperidin-4-yl)acetamido)propanoate C(C1=CC=CC=C1)OC1=CC=C(C=C1)[C@](C(=O)OC)(C)NC(CC1CCN(CC1)C(CCC1=CC=C(C=C1)C#N)=O)=O